C(C)(C)(C)OC(=O)N1CCC(CC1)(O)CN1C=NC(=CC1=O)Cl 4-((4-chloro-6-oxopyrimidin-1(6H)-yl)methyl)-4-hydroxypiperidine-1-carboxylic acid tert-butyl ester